C(C)C1=C(OC2=CC=C(C(=C2C(=O)O)F)C(F)(F)F)C=CC(=C1)F 6-(2-ethyl-4-fluorophenoxy)-2-fluoro-3-(trifluoromethyl)benzoic acid